COC(=O)C1=NC=CC2=C1COC2(C)CC 1-Ethyl-1-methyl-1,3-dihydrofuro[3,4-c]pyridine-4-carboxylic acid methyl ester